CN(C1CCN(CC1)C=1C=CC(=C(C(=O)O)C1)C)C 5-(4-(dimethylamino)piperidin-1-yl)-2-methylbenzoic acid